4-methoxy-benzoate COC1=CC=C(C(=O)[O-])C=C1